COC1=CC=C(COCC2(COC(OC2)(C)C)CO)C=C1 (5-(((4-methoxybenzyl)oxy)methyl)-2,2-dimethyl-1,3-dioxane-5-yl)methanol